[Si].[Si].[Cu] copper-silicon-silicon